C1(CC1)C=1SC(=CN1)S(=O)(=O)N1CC2(C1)CN(C2)CC2CCOCC2 2-cyclopropyl-5-((6-((tetrahydro-2H-pyran-4-yl)methyl)-2,6-diazaspiro[3.3]heptan-2-yl)sulfonyl)thiazole